OP(O)OP(O)O.C(C)(C)(C)C1=C(C=CC(=C1)C(C)(C)C)C=1C(=C(C(=C(C1)C1=C(C=C(C=C1)C(C)(C)C)C(C)(C)C)C1=C(C=C(C=C1)C(C)(C)C)C(C)(C)C)C1=C(C=C(C=C1)C(C)(C)C)C(C)(C)C)C1=CC=CC=C1 tetrakis(2,4-di-t-butylphenyl)-4,4'-biphenyl diphosphite